di(3-nitro-1-(trinitromethyl)-1H-1,2,4-triazole-5-yl) ketone [N+](=O)([O-])C1=NN(C(=N1)C(=O)C1=NC(=NN1C([N+](=O)[O-])([N+](=O)[O-])[N+](=O)[O-])[N+](=O)[O-])C([N+](=O)[O-])([N+](=O)[O-])[N+](=O)[O-]